SC1(C=2[N+](=CN([C@H]3[C@H](O)[C@H](O)[C@@H](CO)O3)C2N=C(N1)N)C)O 6-sulfanyl-7-methyl-guanosine